COC1=CC=C(C=C1)CN(C1=C(N=C(O1)C1=CC(=NC=C1)OC)C(=O)C(C(CC)=O)N1CCN(CC1)C(=O)OC(C)(C)C)CC1=CC=C(C=C1)OC tert-butyl 4-[1-[5-[bis[(4-methoxyphenyl)methyl]amino]-2-(2-methoxy-4-pyridyl)oxazole-4-carbonyl]-2-oxo-butyl]piperazine-1-carboxylate